(4-fluorophenyl)-N-methyl-1,3-dioxo-2-oxa-8-azaspiro[4.5]decane-8-carboxamide FC1=CC=C(C=C1)C1C(OC(C12CCN(CC2)C(=O)NC)=O)=O